1-(1H-Benzimidazol-5-yl)-5-{4-[5-(ethoxymethyl)thiophen-3-yl]-2,3-difluorophenyl}imidazolidin-2-one N1C=NC2=C1C=CC(=C2)N2C(NCC2C2=C(C(=C(C=C2)C2=CSC(=C2)COCC)F)F)=O